CN1C(C(=C(C2=CC=C(C=C12)C(F)(F)F)N1CCC(CC1)C=1OC2=C(N1)C=C(C=C2)C)C(=O)N)=O 1-methyl-4-[4-(5-methyl-1,3-benzooxazol-2-yl)piperidin-1-yl]-2-oxo-7-(trifluoromethyl)-1,2-dihydroquinoline-3-carboxamide